C(CCCCCCCCCCCCCCC)(=O)OCCCCCCCCCCCCCCCCC Heptadecyl palmitate